2,2'-bis((bis(6-(3,5-dimethylphenyl)-1H-indol-1-yl)phosphaneyl)oxy)-5,5',6,6',7,7',8,8'-octahydro-1,1'-binaphthalene CC=1C=C(C=C(C1)C)C1=CC=C2C=CN(C2=C1)P(OC1=C(C=2CCCCC2C=C1)C1=C(C=CC=2CCCCC12)OP(N1C=CC2=CC=C(C=C12)C1=CC(=CC(=C1)C)C)N1C=CC2=CC=C(C=C12)C1=CC(=CC(=C1)C)C)N1C=CC2=CC=C(C=C12)C1=CC(=CC(=C1)C)C